(2R)-N-{2-[1-benzyl-4-(hydroxymethyl)piperidin-4-yl]ethyl}-2-methyl-4-(3,4,5-trifluorophenyl)piperazine-1-carboxamide C(C1=CC=CC=C1)N1CCC(CC1)(CO)CCNC(=O)N1[C@@H](CN(CC1)C1=CC(=C(C(=C1)F)F)F)C